tert-butyl 4-[4-[[1-[1-(2,6-dioxo-3-piperidyl)-3-methyl-2-oxo-benzimidazol-5-yl]-4-piperidyl]oxy]cyclohexoxy]piperidine-1-carboxylate O=C1NC(CCC1N1C(N(C2=C1C=CC(=C2)N2CCC(CC2)OC2CCC(CC2)OC2CCN(CC2)C(=O)OC(C)(C)C)C)=O)=O